4-(5-Chloropyrimidin-2-yl)-3,6-dihydropyridine-1(2H)-carboxylic acid tert-butyl ester C(C)(C)(C)OC(=O)N1CCC(=CC1)C1=NC=C(C=N1)Cl